C1(=CC=CC=C1)P(OC(C1=C(C=C(C=C1C)C)C)=O)(=O)C1=CC=CC=C1 2,4,6-trimethylbenzoyl diphenylphosphinate